(3-methyl-5-phenethoxypent-4-en-1-yl)benzene CC(CCC1=CC=CC=C1)C=COCCC1=CC=CC=C1